(2S)-1-(4-chlorofuro[3,2-c]pyridin-2-yl)sulfonylpyrrolidine-2-carboxylic acid ClC1=NC=CC2=C1C=C(O2)S(=O)(=O)N2[C@@H](CCC2)C(=O)O